ethyl (E)-4-hydroxy-3-methylbut-2-enoate OC/C(=C/C(=O)OCC)/C